(1S,3S)-3-((4-Methyl-2-(1-methyl-5-((4-propylpyrimidin-2-yl)amino)-1H-pyrazol-4-yl)pyrimidin-5-yl)oxy)cyclohexan CC1=NC(=NC=C1OC1CCCCC1)C=1C=NN(C1NC1=NC=CC(=N1)CCC)C